C(#N)N1CC(CC1)C(=O)NC=1SC(=CN1)C1=C(C=CC=C1)F 1-cyano-N-(5-(2-fluorophenyl)thiazol-2-yl)pyrrolidine-3-carboxamide